ClC=1C(=CC(=NC1)CC)C1=CC(=NN1)C(=O)N1CCC(CC1)C(=O)NCC1=CC(=CC=C1)Cl 1-[5-(5-chloro-2-ethylpyridin-4-yl)-1H-pyrazole-3-carbonyl]-N-[(3-chlorophenyl)methyl]piperidine-4-carboxamide